ClC1=C(C(=CC(=C1)C(C(C(F)(F)F)(F)F)(C(F)(F)F)F)C#N)NC(=O)C=1C=CC(=C(C1)C=1C(=C(C(=O)N)C=CC1C#N)C)C#N [5-[[2-chloro-6-cyano-4-[1,2,2,3,3,3-hexafluoro-1-(trifluoromethyl)propyl]phenyl]carbamoyl]-2-cyanophenyl]-4-cyano-2-methylbenzamide